2-fluoro-1-[3-[4-(hydroxymethyl)-1-[4-(trifluoromethoxy)phenyl]pyrazolo[3,4-b]pyridin-3-yl]azetidin-1-yl]prop-2-en-1-one FC(C(=O)N1CC(C1)C1=NN(C2=NC=CC(=C21)CO)C2=CC=C(C=C2)OC(F)(F)F)=C